(E)-1-(3-((4-amino-7-methyl-5-(4-phenoxyphenyl)-7H-pyrrolo[2,3-d]pyrimidin-6-yl)ethynyl)pyrrolidin-1-yl)-4-(dimethylamino)but-2-en-1-one NC=1C2=C(N=CN1)N(C(=C2C2=CC=C(C=C2)OC2=CC=CC=C2)C#CC2CN(CC2)C(\C=C\CN(C)C)=O)C